tetratriacontan-1-yl tetracontanoate C(CCCCCCCCCCCCCCCCCCCCCCCCCCCCCCCCCCCCCCC)(=O)OCCCCCCCCCCCCCCCCCCCCCCCCCCCCCCCCCC